BrC=1C(N(C2=CC(=NC=C2C1)C=1C(=NN(C1)CCN1CCOCC1)C)CC)=O 3-bromo-1-ethyl-7-(3-methyl-1-(2-morpholinoethyl)-1H-pyrazol-4-yl)-1,6-naphthyridin-2(1H)-one